FC=1C=CC=C(C1)F 3,5-Difluorobenzene